OCCN1N=C(C=C1)S(=O)(N)=NC(NC1=C2C(=NC3=C1CCC3)C3(CC2)CC3)=O 1-(2-Hydroxyethyl)-N'-((1',5',6',7'-tetrahydro-2'H-spiro[cyclopropane-1,3'-dicyclopenta[b,e]pyridin]-8'-yl)carbamoyl)-1H-pyrazole-3-sulfonimidamide